4-(N-(methyl-d)acetamido)-1-(tetrahydro-2H-pyran-2-yl)-1H-pyrazole-3-carboxylic acid C(N(C(C)=O)C=1C(=NN(C1)C1OCCCC1)C(=O)O)[2H]